O1C(CCCC1)OC1=C(C=CC(=C1)OC1OCCCC1)C(\C=C\C1=CC=CC=C1)=O (E)-1-[2,4-Bis(oxan-2-yloxy)phenyl]-3-phenylprop-2-en-1-one